CC1=C(C=C(C(=O)NCC2=NC=C3C=CC(=NC3=C2)C2=NC(=CC=C2)OCC2(CC2)NC)C=C1)S(=O)(=O)C 4-methyl-N-((2-(6-((1-(methylamino)cyclopropyl)methoxy)pyridin-2-yl)-1,6-naphthyridin-7-yl)methyl)-3-(methylsulfonyl)benzamide